[6-(3-cyclopropyl-1,2,4-triazol-1-yl)-2-azaspiro[3.3]heptan-2-yl]-[6-[[5-[1-(trifluoromethyl)cyclopropyl]-1H-pyrazol-3-yl]methyl]-2-azaspiro[3.3]heptan-2-yl]methanone C1(CC1)C1=NN(C=N1)C1CC2(CN(C2)C(=O)N2CC3(C2)CC(C3)CC3=NNC(=C3)C3(CC3)C(F)(F)F)C1